3-((1s,3s)-3-(benzyloxy)cyclobutoxy)propan-1-ol C(C1=CC=CC=C1)OC1CC(C1)OCCCO